P(=O)(O)(O)O.C(C(=O)O)(=O)O.C(C(=O)O)(=O)O.C(C(=O)O)(=O)O trioxalic acid hydrogen phosphate